tert-butyl (1R,4R)-5-(2-(3,7-dibromo-8-methyl-10H-benzo[b]pyrido[2,3-e][1,4]oxazin-10-yl)ethyl)-2,5-diazabicyclo[2.2.1]heptane-2-carboxylate BrC1=CC2=C(N(C3=C(O2)C=C(C(=C3)C)Br)CCN3[C@H]2CN([C@@H](C3)C2)C(=O)OC(C)(C)C)N=C1